C(CCC)P(CCCC)CCCC tributyl-phosphine